rac-(1S*,2S*)-2-(3-bromophenyl)cyclopropanecarboxylic acid BrC=1C=C(C=CC1)[C@@H]1[C@H](C1)C(=O)O |r|